(e)-4-morpholino-N-(5-(4,4,5,5-tetramethyl-1,3,2-dioxaborolan-2-yl)pyridin-2-yl)but-2-enamide O1CCN(CC1)C/C=C/C(=O)NC1=NC=C(C=C1)B1OC(C(O1)(C)C)(C)C